C(CCC)[Si](C1=CC=C(C=C1)P(N(P(C1=C(C=CC=C1)C)C1=CC=CC=C1)C)C1=CC=C(C=C1)[Si](CCCC)(CCCC)CCCC)(CCCC)CCCC N-(bis(4-(tributylsilyl)phenyl)phosphaneyl)-N-methyl-1-phenyl-1-(o-tolyl)phosphanamine